OC=1C=CC(=C2C=CC=NC12)N=NC1=CC=C(C=C1)S(=O)(=O)O 4-(8-hydroxy-5-quinolylazo)benzenesulfonic acid